[N+](=O)([O-])C1=C(CC2(OCCO2)CC(=O)OCC)C=CC=C1 ethyl [2-(2-nitrobenzyl)-1,3-dioxolan-2-yl]acetate